2-chloro-4,4-difluoroacetoacetate ClC(C(=O)[O-])C(=O)C(F)F